4-[2-(2-methoxy-4-{1-phenyl-1H-pyrazolo[4,3-c]quinolin-3-yl}phenoxy)ethyl]morpholine COC1=C(OCCN2CCOCC2)C=CC(=C1)C1=NN(C2=C1C=NC=1C=CC=CC21)C2=CC=CC=C2